N-carboxymethyl-4-vinylpyridine chloride [Cl-].C(=O)(O)CN1CC=C(C=C1)C=C